N-(1-oxo-1,3-dihydroisobenzofuran-5-yl)-5-pentylpicolinamide hydrogen chloride Cl.O=C1OCC2=CC(=CC=C12)NC(C1=NC=C(C=C1)CCCCC)=O